O[C@@H]1C[C@H](C2(C1)CCN(CC2)C(=O)OC(C)(C)C)NS(=O)C(C)(C)C tert-butyl (1R,3S)-3-hydroxy-1-[(2-methylpropan-2-sulfinyl) amino]-8-azaspiro[4.5]decane-8-carboxylate